2-Methyl-N-{2-oxo-2-[(2-oxo-spiro[1H-indole-3,4'-oxane]-6-yl)amino]-1-(2,2,6,6-tetramethyloxan-4-yl)ethyl}-pyrazole-3-carboxamide CN1N=CC=C1C(=O)NC(C(NC1=CC=C2C(=C1)NC(C21CCOCC1)=O)=O)C1CC(OC(C1)(C)C)(C)C